(Z)-hexadec-11-en-al C(CCCCCCCCC\C=C/CCCC)=O